CN1C(N(C2=C1C(=CC(=C2)C=2C=CC=C1C=C(N=CC21)C=2C=CC(=NC2)C(=O)NCC#CC2=CC(=CC=C2)NC2C(NC(CC2)=O)=O)N2CCOCC2)C)=O 5-(8-(1,3-Dimethyl-7-morpholino-2-oxo-2,3-dihydro-1H-benzo[d]imidazol-5-yl)isoquinolin-3-yl)-N-(3-(3-((2,6-dioxopiperidin-3-yl)amino)phenyl)prop-2-yn-1-yl)picolinamide